N-((2R,3S)-3-methoxy-1-oxo-1-(((R)-3-phenoxy-1-(4,4,5,5-tetramethyl-1,3,2-dioxaborolan-2-yl)propyl)amino)butan-2-yl)pyrazine-2-carboxamide CO[C@H]([C@H](C(N[C@@H](CCOC1=CC=CC=C1)B1OC(C(O1)(C)C)(C)C)=O)NC(=O)C1=NC=CN=C1)C